C1(=CC=CC=C1)C(C(=O)NC=1SC=CC1C(=O)NCC1=CC=C(C=C1)F)CC 2-(2-Phenylbutanamido)-N-(4-fluorobenzyl)thiophene-3-carboxamide